BrCC(=O)C1=CC(=C(C=C1)N1[C@H](CCC1)C)F (S)-2-bromo-1-(3-fluoro-4-(2-methylpyrrolidin-1-yl)phenyl)ethane-1-one